FC=1C(=C(C=CC1)C1=CC(=CC=C1F)C[C@]1(C[C@H](CC1)NS(=O)(=O)C)C=1OC=C(N1)C([2H])([2H])O)O N-((1S,3R)-3-((3',6-difluoro-2'-hydroxy-[1,1'-biphenyl]-3-yl)methyl)-3-(4-(hydroxymethyl-d2)oxazol-2-yl)cyclopentyl)methanesulfonamide